ONC(CCCCCN1C(N\C(\C1=O)=C/C1=C(C=C(C=C1)C)OC)=O)=O (Z)-N-hydroxy-6-(4-(2-methoxy-4-methylbenzylidene)-2,5-dioxoimidazolidin-1-yl)hexanamide